C1(CC1)C[C@@H](CNCC1=C(N=NN1C)C1=NC(=C(C=C1)I)CC)NC(OC(C)(C)C)=O tert-butyl (S)-(1-cyclopropyl-3-(((4-(6-ethyl-5-iodopyridin-2-yl)-1-methyl-1H-1,2,3-triazol-5-yl)methyl)amino)propan-2-yl)carbamate